(S)-2-amino-N-((3-(3-fluoro-4-(4-(oxetan-3-yl)piperazin-1-yl)phenyl)-2-oxooxazolidin-5-yl)methyl)acetamide NCC(=O)NC[C@H]1CN(C(O1)=O)C1=CC(=C(C=C1)N1CCN(CC1)C1COC1)F